(6R,9R,12R,15R)-methyl 6,9-dibenzyl-15-(4-((tert-butoxycarbonyl) amino) butyl)-12-isobutyl-2,2-dimethyl-4,7,10,13-tetraoxo-3-oxa-5,8,11,14-tetraazahexadecane-16-carboxylate C(C1=CC=CC=C1)[C@@H](NC(OC(C)(C)C)=O)C(N[C@@H](C(N[C@@H](C(N[C@@H](CC(=O)OC)CCCCNC(=O)OC(C)(C)C)=O)CC(C)C)=O)CC1=CC=CC=C1)=O